C(C)N1C2=C([C@@H]([C@@H](C1=O)NC(C1=CC(=CC=C1)C(F)(F)F)=O)C=1N=CSC1)C(=NN2C2=CC=CC=C2)C N-[(4S,5S)-7-ethyl-3-methyl-6-oxo-1-phenyl-4-(1,3-thiazol-4-yl)-1H,4H,5H,6H,7H-pyrazolo[3,4-b]pyridin-5-yl]-3-(trifluoromethyl)benzamide